C(C)(=O)C1=CN(C2=C(C=C(C=C12)C=1C=NC(=NC1)C)C)CC(=O)N1[C@@H](C[C@@](C1)(CF)F)C(=O)NC1=NC(=CC=C1C)C(F)(F)F (2S,4R)-1-(2-(3-acetyl-7-methyl-5-(2-methylpyrimidin-5-yl)-1H-indol-1-yl)-acetyl)-4-fluoro-4-(fluoro-methyl)-N-(3-methyl-6-(trifluoromethyl)pyridin-2-yl)pyrrolidine-2-carboxamide